C1(CC1)C1=C(N=NC=C1)C(=O)N cyclopropylpyridazine-3-carboxamide